The molecule is a derivative of 17alpha-estradiol having beta-glucosiduronic acid and N-acetyl-beta-D-glucosaminyl groups attached at the 3- and 17-positions respectively. It derives from a 17alpha-estradiol. It is a conjugate acid of a 17alpha-(N-acetyl-D-glucosaminyl)estradiol 3-glucosiduronate. CC(=O)N[C@@H]1[C@H]([C@@H]([C@H](OC1O[C@@H]2CC[C@@H]3[C@@]2(CC[C@H]4[C@H]3CCC5=C4C=CC(=C5)O[C@H]6[C@@H]([C@H]([C@@H]([C@H](O6)C(=O)O)O)O)O)C)CO)O)O